C(C)(C)(C)OC([C@H](CC1=CC=C(OCCNC(CCC[N+](C)(C)C)=O)C=C1)NC(=O)OC(C)(C)C)=O (S)-4-((2-(4-(3-(tert-butoxy)-2-((tert-butoxycarbonyl)amino)-3-oxopropyl)phenoxy)ethyl)amino)-N,N,N-trimethyl-4-oxobutan-1-aminium